I.N1CCC(CC1)CCC=1CC2[C@H](C[C@H]3[C@@H]4CCC([C@@]4(C)CC[C@@H]3[C@]2(CC1)C)=O)O 3-[2-(piperidin-4-yl)ethyl]-6alpha-hydroxyandrost-2-ene-17-one hydroiodide